(R)-6-(6-(1-(2,2-difluoro-1-(4-fluorophenyl)propyl)-1H-pyrazol-4-yl)-pyrazin-2-yl)-7-fluoro[1,2,4]triazolo[1,5-a]pyridin-2-amine FC([C@@H](C1=CC=C(C=C1)F)N1N=CC(=C1)C1=CN=CC(=N1)C=1C(=CC=2N(C1)N=C(N2)N)F)(C)F